FC=1C(=C(C=CC1F)C1C(SC(C1)(C(F)(F)F)C)C(=O)NC1=C(C=C(C=C1)OB(O)O)F)OC (4-(3-(3,4-difluoro-2-methoxyphenyl)-5-methyl-5-(trifluoromethyl)tetrahydrothiophene-2-carboxamido)-3-fluorophenyl)boric acid